BrC=1OC(=CC1)C=C[N+](=O)[O-] 2-bromo-5-(2-nitrovinyl)furane